FC=1C=C(C=CC1)N1N=CN=C1CN(C(OC(C)(C)C)=O)C tert-butyl ((1-(3-fluorophenyl)-1H-1,2,4-triazol-5-yl)methyl)(methyl)carbamate